ClC1=NC=C(C=N1)CCCCCC(=O)OC(C)(C)C tert-butyl 6-(2-chloropyrimidin-5-yl)hexanoate